CC1(CC1)C1=CC=C(C=N1)C=1N=C2SCCCN2C(C1C#N)=O 8-[6-(1-methyl-cyclopropyl)pyridin-3-yl]-6-oxo-2H,3H,4H,6H-pyrimido[2,1-b][1,3]thiazine-7-carbonitrile